(8R)-8-(chloromethyl)-1-methyl-6-[(5-{[(5-nitro-1H-indol-2-yl)carbonyl]amino}-1H-indol-2-yl)carbonyl]-7,8-dihydro-6H-thieno[3,2-e]indol-4-yl-4-methylpiperazine-1-carboxylate ClC[C@H]1CN(C2=CC(=C3C(=C12)C(=CS3)C)OC(=O)N3CCN(CC3)C)C(=O)C=3NC1=CC=C(C=C1C3)NC(=O)C=3NC1=CC=C(C=C1C3)[N+](=O)[O-]